spiro[2.5]octane-5-ene-6-yl-trifluoromethanesulfonic acid C1CC12CC=C(CC2)OS(=O)(=O)C(F)(F)F